ClC=1C(=C2C=NNC2=C(C1F)C1=COC(=C1)C)C=1N=CC=2N(C1)C=C(N2)NC(=O)[C@H]2[C@H](C2)F (1S,2S)-N-(6-(5-chloro-6-fluoro-7-(5-methylfuran-3-yl)-1H-indazol-4-yl)imidazo[1,2-a]pyrazin-2-yl)-2-fluorocyclopropane-1-carboxamide